2-(1-(ethylsulfonyl)-3-(4-(7-(2-(4-isobutylphenyl)propionyl)-7H-pyrrolo[2,3-d]pyrimidin-4-yl)-1H-pyrazol-1-yl)azetidin-3-yl)acetonitrile C(C)S(=O)(=O)N1CC(C1)(N1N=CC(=C1)C=1C2=C(N=CN1)N(C=C2)C(C(C)C2=CC=C(C=C2)CC(C)C)=O)CC#N